3-((5-(5-(difluoromethyl)-1,3,4-oxadiazol-2-yl)pyridin-2-yl)methyl)-5-fluoro-1-(1-isonicotinylpiperidin-4-yl)-1,3-dihydro-2H-benzo[d]imidazol-2-one FC(C1=NN=C(O1)C=1C=CC(=NC1)CN1C(N(C2=C1C=C(C=C2)F)C2CCN(CC2)CC2=CC=NC=C2)=O)F